CC1=C(C(OC12CC1(CCCCC1)CO2)=O)C2=CC=CC=C2 4-methyl-3-phenyl-1,14-dioxadispiro[4.1.57.25]tetradec-3-en-2-one